ClCC(OC)(OC)OC 2-Chloro-1,1,1-trimethoxyethane